4-benzyloxy-3-chloro-phenol C(C1=CC=CC=C1)OC1=C(C=C(C=C1)O)Cl